ClC=1C(=CC=C2N=CC(=NC12)C=1C=NN(C1)CC(=O)NCC(C)(C)NC=O)OC1=CC2=C(N=C(N2)C)C=C1 2-[4-[8-Chloro-7-[(2-methyl-3H-benzimidazol-5-yl)oxy]quinoxalin-2-yl]pyrazol-1-yl]-N-(2-formamido-2-methylpropyl)acetamide